1-[2-chloro-4-(trifluoromethyl)phenyl]-N-[2-(dimethylamino)ethyl]-4-{2'-ethoxy-3-fluoro-[2,3'-bipyridin]-5-yl}piperidine-4-carboxamide ClC1=C(C=CC(=C1)C(F)(F)F)N1CCC(CC1)(C(=O)NCCN(C)C)C=1C=C(C(=NC1)C=1C(=NC=CC1)OCC)F